4-oxo-4-[(tetrahydro-2-oxo-3-thienyl)amino]-butanoic acid O=C(CCC(=O)O)NC1C(SCC1)=O